The molecule is a triterpenoid saponin isolated from Sapindus mukorossi and has been shown to exhibit inhibitory activity against platelet aggregation. It has a role as a platelet aggregation inhibitor and a plant metabolite. It is a triterpenoid saponin, a disaccharide derivative, a member of oxolanes and a tirucallane triterpenoid. CC(=C[C@@H]1C[C@H]([C@@H](O1)OC)[C@H]2CC[C@]3([C@]2(CC[C@H]4C3=CC[C@@H]5[C@@]4(CC[C@@H](C5(C)C)O[C@H]6[C@@H]([C@H]([C@@H]([C@H](O6)CO)O)O)O[C@H]7[C@@H]([C@H]([C@@H]([C@H](O7)CO)O)O)O)C)C)C)C